4-iodo-2-(6-methyl-3-azabicyclo[4.1.0]heptan-3-yl)benzoic acid IC1=CC(=C(C(=O)O)C=C1)N1CC2CC2(CC1)C